tetraphenylene C1=CC=CC=2C3=CC=CC=C3C3=CC=CC=C3C3=CC=CC=C3C12